C(CCCCCCCCCCCCCCCCCCCCC)[N+]1=C(NC=C1)C(=O)[O-] 3-docosylimidazolium-2-carboxylate